n-octyl β-glucopyranoside O([C@H]1[C@H](O)[C@@H](O)[C@H](O)[C@H](O1)CO)CCCCCCCC